ClC1=C(C=2N=C(N=C(C2C(=N1)C)N1CC(CCC1)CO)SC)F (1-(7-chloro-8-fluoro-5-methyl-2-(methylthio)pyrido[4,3-d]pyrimidin-4-yl)piperidin-3-yl)methanol